C1(CCC1)OC1=NC(=NC=C1F)C1=CC(=C(C(=C1)F)N1CC(CC1)CC(=O)OCC)F Ethyl {1-[4-(4-cyclobutoxy-5-fluoro-pyrimidin-2-yl)-2,6-difluoro-phenyl]-pyrrolidin-3-yl}-acetate